CC=1C=C2CCN[C@H](C2=CC1)C(=O)O |r| Racemic-6-methyl-tetrahydroisoquinoline-1-carboxylic acid